((6-((4-(Dimethylamino)butanoyl)oxy)undecane-1,11-diyl)bis(sulfanediyl))bis-(octane-1,2-diyl) bis(3-cyclohexylpropanoate) C1(CCCCC1)CCC(=O)OC(CSCCCCCC(CCCCCSCC(CCCCCC)OC(CCC1CCCCC1)=O)OC(CCCN(C)C)=O)CCCCCC